C(CCCCCCCCCCC)OC=C(C)C1=CC=CC=C1 (1-(dodecyloxy)prop-1-en-2-yl)benzene